N-ethyl-N-(2-fluorobenzyl)-2,2-dimethylbutanamide C(C)N(C(C(CC)(C)C)=O)CC1=C(C=CC=C1)F